2-(4-cyclopropyl-6-methoxy-pyrimidin-5-yl)-9-(2-methoxyethyl)-6-[[4-[1-methyl-4-(trifluoromethyl)imidazol-2-yl]phenyl]methoxy]purine C1(CC1)C1=NC=NC(=C1C1=NC(=C2N=CN(C2=N1)CCOC)OCC1=CC=C(C=C1)C=1N(C=C(N1)C(F)(F)F)C)OC